C(#N)C1=C(N=C(S1)N(C1=C(N=C2N1C=C(C=C2)C=2C=NC(=NC2)N2CC(C2)C(=O)NC2CCNCC2)CC)C)C2=CC=C(C=C2)F 1-(5-(3-((5-cyano-4-(4-fluorophenyl)thiazol-2-yl)(methyl)amino)-2-ethylimidazo[1,2-a]pyridin-6-yl)pyrimidin-2-yl)-N-(piperidin-4-yl)azetidine-3-carboxamide